C(C)(C)(C)OC(NCCCN1CC2=CC=3C(N(C(C3C=C2C1)=O)C1C(NC(CC1)=O)=O)=O)=O (3-(6-(2,6-Dioxopiperidin-3-yl)-5,7-dioxo-3,5,6,7-tetrahydropyrrolo[3,4-f]isoindol-2(1H)-yl)propyl)carbamic acid tert-butyl ester